2-(2-(2-(2-(2,6-dioxopiperidin-3-yl)-1,3-dioxoisoindolin-5-yl)-2,7-diazaspiro[3.5]nonan-7-yl)acetyl)-2-azaspiro[3.5]nonan O=C1NC(CCC1N1C(C2=CC=C(C=C2C1=O)N1CC2(C1)CCN(CC2)CC(=O)N2CC1(C2)CCCCC1)=O)=O